1-benzyl-3-[(cyclopropylamino)methyl]Pyrrolidin-3-ol C(C1=CC=CC=C1)N1CC(CC1)(O)CNC1CC1